1H-imidazole-1-carboxylic acid 2,2-difluorocyclobutyl ester FC1(C(CC1)OC(=O)N1C=NC=C1)F